O=C1NC(CCC1N1C(C2=CC=CC(=C2C1=O)NCC(=O)N1CCN(CC1)C1=CC=C(C=C1)NC=1N=C(C2=C(N1)C=CO2)OC=2C=C(C=CC2)NC(C=C)=O)=O)=O N-(3-((2-((4-(4-((2-(2,6-dioxopiperidin-3-yl)-1,3-dioxoisoindolin-4-yl)glycyl)piperazin-1-yl)phenyl)amino)furo[3,2-d]pyrimidin-4-yl)oxy)phenyl)acrylamide